[2-(3-amino-1-piperidinyl)-4-(4-fluorophenyl)cyclopentyloxy]pyrimidine-2-carbonitrile NC1CN(CCC1)C1C(CC(C1)C1=CC=C(C=C1)F)OC1=NC(=NC=C1)C#N